FC(C(C(C(C(C(C(F)(F)F)(F)F)(F)F)(F)F)(F)F)(F)F)(F)F Perfluoroheptan